1,2,4-tris(2-mercaptoethyl)benzene SCCC1=C(C=C(C=C1)CCS)CCS